COC(C1CCN(CC1)C1=CC=C(C=C1)[C@H]1[C@H](OCC2=CC(=CC=C12)O)C(C)C)OC (3R,4R)-4-(4-(4-(dimethoxymethyl)piperidin-1-yl)phenyl)-3-isopropylisochroman-7-ol